FC(=O)[NH3+] fluoroformamidium